methyl 6-chloro-4-ethyl-7-methoxy-3,4-dihydro-2H-benzo[b][1,4]oxazine-8-carboxylate ClC1=CC2=C(OCCN2CC)C(=C1OC)C(=O)OC